CC(C)N(CCC1=CNC2=C1C=C(C=C2)OC)C(C)C diisopropyltryptamine